methyl 4-amino-6-cyano-7-(1-methylcyclopropyl)-7H-pyrrolo[2,3-d]pyrimidine-5-carboxylate NC=1C2=C(N=CN1)N(C(=C2C(=O)OC)C#N)C2(CC2)C